CC1(OB(OC1(C)C)C=1C=CC=2N(C1)C(=NN2)[C@@H]2C[C@@H](CCC2)NC(OC(C)(C)C)=O)C tert-butyl N-[(1R,3S)-3-[6-(4,4,5,5-tetramethyl-1,3,2-dioxaborolan-2-yl)-[1,2,4]triazolo[4,3-a]pyridin-3-yl]cyclohexyl]carbamate